2-(2-(2,5-difluorophenyl)pyrrolidin-1-yl)-8-(5-fluoro-1-(piperidin-4-yl)-1H-pyrazol-4-yl)-1,5-naphthyridine FC1=C(C=C(C=C1)F)C1N(CCC1)C1=NC2=C(C=CN=C2C=C1)C=1C=NN(C1F)C1CCNCC1